(S)-1-((R)-8-(1H-pyrrolo[3,2-b]pyridin-6-ylsulfonyl)-1-oxa-8-azaspiro[4.5]decan-3-ylamino)-3-(3-(methylsulfonyl)phenoxy)propan-2-ol N1C=CC2=NC=C(C=C21)S(=O)(=O)N2CCC1(C[C@H](CO1)NC[C@@H](COC1=CC(=CC=C1)S(=O)(=O)C)O)CC2